3-(3-hydroxypropyl)morpholine-4-carboxylic acid tert-butyl ester C(C)(C)(C)OC(=O)N1C(COCC1)CCCO